CC1=CC=2C3=C(NC2C=C1)C(N(C=N3)CCC(=O)NCCNC3=CC=CC=1CCCCC31)=O 3-(8-methyl-4-oxo-4,5-dihydro-3H-pyrimido[5,4-b]indol-3-yl)-N-(2-((5,6,7,8-tetrahydronaphthalen-1-yl)amino)ethyl)propanamide